O1CCC(CC1)CCOCCCCCCCC(=O)O 8-(2-(tetrahydro-2H-pyran-4-yl)ethoxy)octanoic acid